C(C=CC)S(=O)(=O)Cl 2-butenesulfonyl chloride